6,8-dimethoxy-4-oxo-3,4-dihydrophthalazin COC=1C=C2C(NN=CC2=C(C1)OC)=O